8-chloro-1-[1-(pyridin-2-yl)piperidin-4-yl]-5,6-dihydro-4H-[1,2,4]triazolo[4,3-a][1]benzazepin-5-amine ClC=1C=CC2=C(CC(CC=3N2C(=NN3)C3CCN(CC3)C3=NC=CC=C3)N)C1